FC=1C(=NC=C(C1)C(F)(F)F)CC1CC2(CN(C2)C(=O)N2CC3(C2)NC(OC3)=O)C1 2-[6-[[3-fluoro-5-(trifluoromethyl)-2-pyridyl]methyl]-2-azaspiro[3.3]heptane-2-carbonyl]-7-oxa-2,5-diazaspiro[3.4]octan-6-one